BrCCCOC1=CC=C(C=C1)Cl 1-(3-bromopropoxy)-4-chlorobenzene